C(C1=CC=CC=C1)NC(N(C1=NC=CC(=N1)C=1C=NC(=NC1)OC)[C@@H]1CC[C@H](CC1)NC1=NC=C(C(=N1)C1=NNC=C1Cl)C(F)(F)F)=O 3-benzyl-1-(trans-4-((4-(4-chloro-1H-pyrazol-3-yl)-5-(trifluoromethyl)pyrimidin-2-yl)amino)cyclohexyl)-1-(2'-methoxy(4,5'-bipyrimidin)-2-yl)urea